(R)-6-hydroxy-2,5,7,8-tetramethylchromane-2-carboxamide OC=1C(=C2CC[C@@](OC2=C(C1C)C)(C(=O)N)C)C